(2S,4R)-1-[(2S)-2-[4-[3-[(2-fluoro-3-pyridyl)oxy]propyl]triazol-1-yl]-3,3-dimethyl-butanoyl]-4-hydroxy-N-methyl-pyrrolidine-2-carboxamide FC1=NC=CC=C1OCCCC=1N=NN(C1)[C@H](C(=O)N1[C@@H](C[C@H](C1)O)C(=O)NC)C(C)(C)C